5-(benzyl(methyl)amino)-N-(3-methoxyphenyl)-3-methyl-7-(1H-pyrazol-4-yl)pyrazolo[1,5-a]pyrimidine-2-carboxamide C(C1=CC=CC=C1)N(C1=NC=2N(C(=C1)C=1C=NNC1)N=C(C2C)C(=O)NC2=CC(=CC=C2)OC)C